8-bromo-4,6-dimethylnonyl butyloxymethyl ether C(CCC)OCOCCCC(CC(CC(C)Br)C)C